1-(2-aminobenzo[d]thiazol-6-yl)-1-[2-(4-morpholinyl)ethyl]-3-(4-trifluoromethylphenyl)urea NC=1SC2=C(N1)C=CC(=C2)N(C(=O)NC2=CC=C(C=C2)C(F)(F)F)CCN2CCOCC2